FC(CN1C(N(C2=NC=C(N=C21)N2CC1(CN(C1)C1=CC(=NC=C1)C(F)(F)F)CC2)C)=O)F 3-(2,2-difluoroethyl)-1-methyl-5-(2-(2-(trifluoromethyl)pyridin-4-yl)-2,6-diazaspiro[3.4]octan-6-yl)-1,3-dihydro-2H-imidazo[4,5-b]pyrazin-2-one